3-amino-1-(4-methoxybenzyl)-5-(5-methylpyridazin-4-yl)-1H-pyrazole-4-carboxylic acid NC1=NN(C(=C1C(=O)O)C1=CN=NC=C1C)CC1=CC=C(C=C1)OC